C1(CC1)NS(=O)(=O)C=1C=NC2=CC(=CC(=C2C1NC1=CC(=CC(=C1)S(=O)(=O)C)OC1=CC(=CC(=C1)F)F)F)C=1C(=NC(=NC1)OC)OC N-cyclopropyl-4-((3-(3,5-difluorophenoxy)-5-(methylsulfonyl)phenyl)amino)-7-(2,4-dimethoxypyrimidin-5-yl)-5-fluoroquinoline-3-sulfonamide